CN1[NH+]=C(N=N1)C1=NC=C(C=C1)Br 2-methyl-5-(5-bromopyridin-2-yl)tetrazolium